FC1=CC2=C(N(C(N2C)=O)C)C=C1CN[C@@H]1[C@@H](C[C@H](CC1)NCC=1C=CC=C2C=NC=NC12)O 5-Fluoro-6-((((1S,2R,4S)-2-hydroxy-4-((quinazolin-8-ylmethyl)amino)cyclohexyl)amino)methyl)-1,3-dimethyl-1,3-dihydro-2H-benzo[d]imidazol-2-one